[(S)-[(2S,SR)-5-(5-amino-2-oxo-thiazolo[4,5-d]pyrimidin-3-yl)-1,3-oxathiolan-2-yl]-cyclopropyl-methyl] acetate C(C)(=O)O[C@@H](C1CC1)[C@H]1O[C@@H](CS1)N1C(SC2=C1N=C(N=C2)N)=O |&1:10|